[Cl-].[Cl-].[Cl-].[Cl-].C1=CC=CC2=CC3=CC4=CC5=CC=CC=C5C=C4C=C3C=C12 pentacene tetrachloride